O[C@H]1C[C@@H](O[C@@H]1CO)N1CN=CC(=C1)C 1-[(2R,4S,5R)-4-hydroxy-5-(hydroxymethyl)tetrahydrofuran-2-yl]-5-methylpyrimidin